C(#C)C1=C2C(=CC(=CC2=CC=C1)O)C1=C(C=2N=C(N=C(C2C=N1)N1CC2(C1)NCCC2)OCC21CCCN1CCC2)F 5-ethynyl-4-(8-fluoro-4-(2,5-diazaspiro[3.4]octan-2-yl)-2-((tetrahydro-1H-pyrrolizin-7a(5H)-yl)methoxy)pyrido[4,3-d]pyrimidin-7-yl)naphthalen-2-ol